CS(=O)(C)=NC1=C(C(=CC=C1)F)C1CC(=NO1)C=1N=C(SC1)C1CCN(CC1)C(=O)OC(C)(C)C tert-butyl 4-(4-(5-(2-((dimethyl(oxo)-λ6-sulfanylidene)amino)-6-fluorophenyl)-4,5-dihydroisoxazol-3-yl)thiazol-2-yl)piperidine-1-carboxylate